Methyl 4-methoxy-3-methyl-2-(4-(trifluoromethyl)phenyl)quinoline-7-carboxylate COC1=C(C(=NC2=CC(=CC=C12)C(=O)OC)C1=CC=C(C=C1)C(F)(F)F)C